C(=O)[O-].C(C)C(C(=O)N)CCCC.C(C)C(C(=O)N)CCCC.[Cu+2].C(=O)[O-] copper (II) bis(2-ethyl-1-hexanamide) formate